OCC(=O)[C@H](O)[C@@H](O)[C@H](O)C D-rhamnulose